C(C)(=O)O[C@H]1[C@@H](O[C@@H](C1)COC(C)=O)N1C2=NC(=NC=C2N(C1=O)CC1(CC1)C(=O)OCC)N ethyl 1-((9-((2R,3R,5S)-3-acetoxy-5-(acetoxymethyl)tetrahydrofuran-2-yl)-2-amino-8-oxo-8,9-dihydro-7H-purin-7-yl)methyl)cyclopropane-1-carboxylate